FC(C1=NN2C(N=C(C=C2NC[C@@](C)(C2=CC=CC=C2)C2CN(C2)C(=O)N)C(F)(F)F)=C1)(F)F (R)-3-(1-((2,5-bis(trifluoromethyl)pyrazolo[1,5-a]pyrimidin-7-yl)amino)-2-phenylpropan-2-yl)azetidine-1-carboxamide